C1(=CCC=C1)CCC 3-(cyclopent-1,4-dien-1-yl)propan